N1=C(C=CC2=CC=CC=C12)C(C(=O)N)=CC quinolyl-butenamide